5-[4-amino-5-(trifluoromethyl)pyrrolo[2,1-f][1,2,4]triazin-7-yl]-N-[(3R,4S)-4-fluoro-1-(3,3,3-trifluoro-2-methylpropanoyl)pyrrolidin-3-yl]-2-(fluoromethyl)benzamide NC1=NC=NN2C1=C(C=C2C=2C=CC(=C(C(=O)N[C@@H]1CN(C[C@@H]1F)C(C(C(F)(F)F)C)=O)C2)CF)C(F)(F)F